(S)-2-(2,5-difluoro-4-(6-((1-methyl-1H-benzo[d]imidazol-2-yl)methoxy)pyridin-2-yl)benzyl)-1-(oxetan-2-ylmethyl)-1H-benzo[d]imidazole-6-carboxylic acid FC1=C(CC2=NC3=C(N2C[C@H]2OCC2)C=C(C=C3)C(=O)O)C=C(C(=C1)C1=NC(=CC=C1)OCC1=NC3=C(N1C)C=CC=C3)F